N-(6-cyano-5-(trifluoromethyl)pyridin-3-yl)-1-(1-oxo-1,2-dihydroisoquinolin-5-yl)-5-(trifluoromethyl)-1H-pyrazole-4-carboxamide C(#N)C1=C(C=C(C=N1)NC(=O)C=1C=NN(C1C(F)(F)F)C1=C2C=CNC(C2=CC=C1)=O)C(F)(F)F